N-(cyclopropylmethyl)-1-[3-(triazol-2-yl)pyrazine-2-yl]ethanamine C1(CC1)CNC(C)C1=NC=CN=C1N1N=CC=N1